O1NC=C(C=CC1)C(=O)[O-] oxazepine-4(7H)-carboxylate